N-(2-piperazinylethyl)-ethylenediamine N1(CCNCC1)CCNCCN